N-(5-((6-((R)-3-(3-chlorophenyl)isoxazolidine-2-yl)pyrimidine-4-yl)amino)-2-((S)-3-(dimethylamino)pyrrolidine-1-yl)-4-methoxyphenyl)acrylamide ClC=1C=C(C=CC1)[C@@H]1N(OCC1)C1=CC(=NC=N1)NC=1C(=CC(=C(C1)NC(C=C)=O)N1C[C@H](CC1)N(C)C)OC